[O-2].[Yb+3].[O-2].[O-2].[Yb+3] ytterbium (III)-oxide